ClC=1C=C(C=C(C1)Cl)NC(=O)C=1N(S(N=C(C1)C=1SC=CC1)(=O)=O)C N-(3,5-Dichlorophenyl)-2-methyl-5-(thiophen-2-yl)-2H-1,2,6-thiadiazine-3-carboxamide 1,1-dioxide